methyl-2-cyanoisonicotinic acid CC1=C(C(=O)O)C=CN=C1C#N